2,6-dichloro-9-isopropyl-8-methylpurine ClC1=NC(=C2N=C(N(C2=N1)C(C)C)C)Cl